OC=1C=CC(=NC1)NC(=O)N1CCN(CCC1)C1=NC=C(C=C1)C(F)(F)F N-(5-hydroxypyridin-2-yl)-4-(5-(trifluoromethyl)-pyridin-2-yl)-1,4-diazepane-1-carboxamide